ClC1=C(C=CC(=C1)F)[C@@H]1C(=C(NC(=N1)C=1SC=CN1)C12C3C4C5(C(C14)C2C53)C(=O)O)C(=O)OCC (2S,3S,5S,6S,7S,8S)-4-((S)-6-(2-chloro-4-fluorophenyl)-5-(ethoxycarbonyl)-2-(thiazol-2-yl)-3,6-dihydropyrimidin-4-yl)cubane-1-carboxylic acid